ClC1=C(C=CC=C1)[C@H](C)NC1=CC(=C(C(=O)N[C@H](C)\C=C\S(=O)(=O)C)C=C1)OC 4-(((S)-1-(2-chlorophenyl)ethyl)amino)-2-methoxy-N-((R,E)-4-(methylsulfonyl)but-3-en-2-yl)benzamide